OC(CCCCCCCCCCCCCCCCC(=O)O)CCC(CCCCCCCC)O 18,21-Dihydroxynonacosanoic acid